C(OC)(OC(C)Cl)=O methyl (1-chloroethyl) carbonate